1,3,5-triazin-2-yl-methanesulfonamide N1=C(N=CN=C1)CS(=O)(=O)N